4-[2-[(dimethylamino)methyl]-4-(trifluoromethyl)thiazol-5-yl]-2-[(1-methylsulfonyl-4-piperidyl)amino]pyrimidine-5-carbonitrile CN(C)CC=1SC(=C(N1)C(F)(F)F)C1=NC(=NC=C1C#N)NC1CCN(CC1)S(=O)(=O)C